OC1CCC(C1O)O 5-(hydroxy)cyclopentane-1,2-diol